1-(4-fluorophenyl)-6-methyl-5-nitro-2-tetrahydropyran-4-yl-pyrrolo[2,3-b]pyridine FC1=CC=C(C=C1)N1C(=CC=2C1=NC(=C(C2)[N+](=O)[O-])C)C2CCOCC2